1-(3-iodobenzyl)-3-methoxypyridin-2(1H)-one IC=1C=C(CN2C(C(=CC=C2)OC)=O)C=CC1